3-(6-ethoxy-1-oxo-7-(trifluoromethyl)isoindolin-2-yl)piperidine-2,6-dione C(C)OC1=CC=C2CN(C(C2=C1C(F)(F)F)=O)C1C(NC(CC1)=O)=O